2-(4-iodo-2-(6-azaspiro[2.5]octan-6-yl)phenyl)-5-(6-methyl-2-(3,3,5,5-Tetrafluoropiperidin-1-yl)pyrimidin-4-yl)-1,3,4-oxadiazole IC1=CC(=C(C=C1)C=1OC(=NN1)C1=NC(=NC(=C1)C)N1CC(CC(C1)(F)F)(F)F)N1CCC2(CC2)CC1